C(C)(C)(C)OC1=NC(=NC2=C(C(=C(C=C12)Cl)C1=C(C(=CC(=N1)N(CC1=CC=C(C=C1)OC)CC1=CC=C(C=C1)OC)C)C(F)(F)F)F)SC 6-(4-(tert-butoxy)-6-chloro-8-fluoro-2-(methylthio)quinazolin-7-yl)-N,N-bis(4-methoxybenzyl)-4-methyl-5-(trifluoromethyl)pyridin-2-amine